CC1N(C1)CC1=CC(=NC=C1)C=1C=C2CN(C(C2=CC1)=O)C1C(NC(CC1)=O)=O 3-(5-(4-((2-methylaziridin-1-yl)methyl)pyridin-2-yl)-1-oxoisoindolin-2-yl)piperidine-2,6-dione